C=P(C1=CC=CC=C1)(C1=CC=CC=C1)C1=CC=CC=C1 methylenetriphenyl-λ5-phosphane